Tert-butyl 5-(1-(tert-butoxycarbonyl) piperidin-4-yl)-2-(5-chloro-1-ethyl-6-oxo-1,6-dihydropyridin-3-yl)-3-isopropyl-1H-indole-1-carboxylate C(C)(C)(C)OC(=O)N1CCC(CC1)C=1C=C2C(=C(N(C2=CC1)C(=O)OC(C)(C)C)C1=CN(C(C(=C1)Cl)=O)CC)C(C)C